3-[4-(3H-[1,2,3]triazolo[4,5-b]pyridin-6-yloxy)phenyl]-1-[5-(trifluoromethyl)-3-pyridinyl]-2,4-imidazolidinedione N1=NNC2=NC=C(C=C21)OC2=CC=C(C=C2)N2C(N(CC2=O)C=2C=NC=C(C2)C(F)(F)F)=O